C(C)(C)(C)OC(=O)N1CCN(CC1)C1=CC=C(C=C1)C=1C=C2C(=NC1)C(=CO2)C2=CC(=CC=C2)OC2=CC=CC=C2.C(C)N2N(C=CC2=O)COCC[Si](C)(C)C 2-ethyl-1-{[2-(trimethylsilyl)ethoxy]methyl}pyrazol-3-one tert-butyl-4-(4-(3-(3-phenoxyphenyl)furo[3,2-b]pyridin-6-yl)phenyl)piperazine-1-carboxylate